C1=CC=CC=2C3=CC=CC=C3C(C12)COC(=O)N([C@H](C(=O)O)CC=1N=CSC1)C (2S)-2-[9H-fluoren-9-yl-methoxycarbonyl(methyl)amino]-3-(1,3-thiazol-4-yl)propanoic acid